beta-D-galactose azide [N-]=[N+]=[N-].O[C@H]1[C@H](O)[C@@H](O)[C@@H](O)[C@H](O1)CO